FC(C(=O)O)(F)F.CN[C@H](C(=O)OC(C)(C)C)CCC=C tert-butyl (S)-2-(methylamino)hex-5-enoate 2,2,2-trifluoroacetate